methyl (2S,4S)-4-(4-fluorophenyl)-2-methylpiperidine-4-carboxylate hydrochloride salt Cl.FC1=CC=C(C=C1)[C@]1(C[C@@H](NCC1)C)C(=O)OC